CNC=1C2=C(N=C(N1)NC1=CC=C(C=3OCCOC31)S(=O)(=O)N3CCC(CC3)N3CCOCC3)NC=C2C(F)(F)F N4-methyl-N2-(8-((4-morpholinopiperidin-1-yl)sulfonyl)-2,3-dihydro-benzo[b][1,4]dioxin-5-yl)-5-(trifluoromethyl)-7H-pyrrolo[2,3-d]pyrimidine-2,4-diamine